C(CCC)C1NS(C=2C(C1)N(C=C(C2O/C=C/C(=O)O)SC)C2=CC=C(C=C2)F)(=O)=O (E)-3-((3-butyl-5-(4-fluorophenyl)-7-(methylsulfanyl)-1,1-dioxido-2,3,4,5-tetrahydro-1,2,5-benzothiadiazin-8-yl)oxy)acrylic acid